tert-butyl 3-[2-[2-[[2-[2-(2,6-dioxo-3-piperidyl)-1-oxo-isoindolin-4-yl]oxyacetyl]amino]ethoxy]ethoxy]propanoate O=C1NC(CCC1N1C(C2=CC=CC(=C2C1)OCC(=O)NCCOCCOCCC(=O)OC(C)(C)C)=O)=O